C(C)(=O)O[C@@H](C(=O)ON1C(CCC1=O)=O)[C@H](C(=O)N1CCOCC1)OC(C)=O (2R,3R)-1-((2,5-dioxopyrrolidin-1-yl)oxy)-4-morpholino-1,4-dioxobutane-2,3-diyl diacetate